Ethionine, Fluoride N[C@@H](CCSCC)C(=O)F